(Z)-2-((((9H-fluoren-9-yl)methoxy)carbonyl)amino)-4-((tert-butoxycarbonyl)imino)-2-methylbutanoic acid C1=CC=CC=2C3=CC=CC=C3C(C12)COC(=O)NC(C(=O)O)(C\C=N/C(=O)OC(C)(C)C)C